tetrakis(2-(octyldisulfaneyl)ethyl) 3,3',3'',3'''-(((methylazanediyl)bis(propane-3,1-diyl))bis(azanetriyl))tetrapropionate CN(CCCN(CCC(=O)OCCSSCCCCCCCC)CCC(=O)OCCSSCCCCCCCC)CCCN(CCC(=O)OCCSSCCCCCCCC)CCC(=O)OCCSSCCCCCCCC